C(C1=CC=CC=C1)OC(=O)[C@@]1(CN(C[C@@H]1CC=C)C([C@@H](NC(=O)OC(C)(C)C)C)=O)NC(=O)OC(C)(C)C (3R,4S)-4-allyl-1-((tert-butoxycarbonyl)-L-alanyl)-3-((tert-butoxycarbonyl)amino)pyrrolidine-3-carboxylic acid benzyl ester